FC1=CC=C2CN(C(C2=C1)=O)C[C@@H]1N(C[C@H](NC1)C)CC(=O)N1CC(C2=C1C=C(C=1N2N=CN1)CC1=CC=C(C=C1)F)(C)C 6-fluoro-2-(((2R,5R)-1-(2-(4-(4-fluorobenzyl)-8,8-dimethyl-7,8-dihydro-6H-pyrrolo[2,3-e][1,2,4]triazolo[1,5-a]pyridin-6-yl)-2-oxoethyl)-5-methylpiperazin-2-yl)methyl)isoindolin-1-one